(R)-3-(4-(allylamino)-2-oxo-3-(4-phenoxyphenyl)-2,3-dihydro-1H-imidazo[4,5-c]pyridin-1-yl)piperidine-1-carboxylic acid tert-butyl ester C(C)(C)(C)OC(=O)N1C[C@@H](CCC1)N1C(N(C=2C(=NC=CC21)NCC=C)C2=CC=C(C=C2)OC2=CC=CC=C2)=O